NC1=C(C=CC(=N1)C1=C(C=C2C(N(C=NC2=C1)CCC[C@H](COC(F)F)NC=1C=NNC(C1C(F)(F)F)=O)=O)F)C(F)F (R)-7-(6-amino-5-(difluoromethyl)pyridin-2-yl)-3-(5-(difluoromethoxy)-4-((6-oxo-5-(trifluoromethyl)-1,6-dihydropyridazin-4-yl)amino)pentyl)-6-fluoroquinazolin-4(3H)-one